ClC1=CC=C(C=C1)C1=CC(=CC=C1)N(C1=NC=2N(C3=CC(=CC=C13)C=O)C=NN2)C 5-((4'-chloro-[1,1'-biphenyl]-3-yl)(methyl)amino)-[1,2,4]triazolo[4,3-a]quinazoline-8-carbaldehyde